6,7-dimethoxy-2-((tetrahydro-2H-pyran-4-yl)methyl)-1,2,3,4-tetrahydroisoquinoline COC=1C=C2CCN(CC2=CC1OC)CC1CCOCC1